5-Amino-8-furan-2-yl-1-methyl-3-[2-(3-methyl-7,8-dihydro-5H-[1,6]naphthyridin-6-yl)-ethyl]-1,3-dihydro-[1,2,4]triazolo[5,1-i]purin-2-one NC=1N2C(C=3N(C(N(C3N1)CCN1CC=3C=C(C=NC3CC1)C)=O)C)=NC(=N2)C=2OC=CC2